ethyl (R)-3-(((3-(N-(1-(3-(cyclopropylmethoxy)phenyl)ethyl)sulfamoyl)propoxy)methyl)(ethoxycarbonyl)amino)propanoate C1(CC1)COC=1C=C(C=CC1)[C@@H](C)NS(=O)(=O)CCCOCN(CCC(=O)OCC)C(=O)OCC